C1(CC2C(CC1)O2)C[Si](OC)(OC)OC 3,4-epoxycyclohexylmethyltrimethoxysilane